4-nitro-N-(5-nitroquinoxalin-6-yl)benzenesulfonamide [N+](=O)([O-])C1=CC=C(C=C1)S(=O)(=O)NC=1C(=C2N=CC=NC2=CC1)[N+](=O)[O-]